octyl (n-octyl acrylate) C(CCCCCCC)C(C(=O)OCCCCCCCC)=C